OCC1CCN(CC1)C1=CC(=NC(=N1)C=1C=NC=CC1)C1=CC=C(C=C1)NS(=O)(=O)C N-(4-(6-(4-(hydroxymethyl)piperidin-1-yl)-2-(pyridin-3-yl)pyrimidin-4-yl)phenyl)methanesulfonamide